6-chloro-8-cyclopropoxy-7-((S)-5-methyl-1H-indazol-4-yl)-2-((((R)-1-methylpyrrolidin-3-yl)oxy))quinazolin ClC=1C=C2C=NC(=NC2=C(C1C1=C2C=NNC2=CC=C1C)OC1CC1)O[C@H]1CN(CC1)C